6-cyclohexyl-5-methylhex-3,5-dien-2-one C1(CCCCC1)C=C(C=CC(C)=O)C